CC1=CC=CC(=N1)NC(=O)[C@H]1N([C@@H]2CC[C@H]1C2)C(CN2C=C(C1=CC(=CC=C21)C=2C=NC(=NC2)C)C(=O)N)=O 1-(2-((1R,3S,4S)-3-(6-methylpyridin-2-ylcarbamoyl)-2-azabicyclo[2.2.1]heptan-2-yl)-2-oxoethyl)-5-(2-methylpyrimidin-5-yl)-1H-indole-3-carboxamide